Cl.NC1=C2N=CN(C2=NC(=N1)Cl)C1CCC(CC1)C(=O)NC=1SC=2CNCCC2N1 4-(6-amino-2-chloro-9H-purin-9-yl)-N-(4,5,6,7-tetrahydro[1,3]thiazolo[5,4-c]pyridin-2-yl)cyclohexanecarboxamide hydrochloride salt